C(N)(=N)N1CCC(=CC1)C1=CC(=C(C=C1F)NC(=O)C=1C=CC(=NC1)C=1CCN(CC1)C(N)=N)C 1'-carbamimidoyl-1',2',3',6'-tetrahydro-[2,4']bipyridinyl-5-carboxylic acid [4-(1-carbamimidoyl-1,2,3,6-tetrahydro-pyridin-4-yl)-5-fluoro-2-methyl-phenyl]-amide